C1(=CC=CC=C1)CC(=O)OC1=CC=C(C=C1)C p-cresyl phenyl-acetate